2-benzyl-3-methoxy-3-oxopropane-1-sulfonic Acid C(C1=CC=CC=C1)C(CS(=O)(=O)O)C(=O)OC